(R)-ethylbenzylamine C(C)NCC1=CC=CC=C1